C1(CCCC1)C1=C(C(=O)O)C=CC(=C1)N1C=CC=2C1=NC(=CN2)C2CC2 2-Cyclopentyl-4-(3-cyclopropyl-5H-pyrrolo[2,3-b]pyrazin-5-yl)benzoic Acid